exo-tert-butyl (1-methyl-3-azabicyclo[3.1.0]hexan-6-yl)carbamate CC12CNCC2C1NC(OC(C)(C)C)=O